2-ethyl-2-methyl-N-(2,3,5-trifluorobenzyl)butanamide C(C)C(C(=O)NCC1=C(C(=CC(=C1)F)F)F)(CC)C